(3-amino-2,6-dimethylphenyl) methylenediacetate C(CC(=O)[O-])CC(=O)OC1=C(C(=CC=C1C)N)C